2,2,4-trimethylpentane CC(C)(CC(C)C)C